3-(4-nitrophenyl)propan-2-yn-1-ol [N+](=O)([O-])C1=CC=C(C=C1)C#CCO